ClC1=C(C(=O)NC2=CC=CC=C2)C=C(C(=N1)C1=C(C=CC=C1)F)Cl 2,5-dichloro-6-(2-fluorophenyl)nicotinanilide